2-(3-amino-4-nitrophenyl)-3-oxobutanoic acid methyl ester COC(C(C(C)=O)C1=CC(=C(C=C1)[N+](=O)[O-])N)=O